11β-hydroxy-16α-methyl-3-oxo-androsta-1,4-diene-17β-carbothioic acid S-fluoromethyl ester FCSC(=O)[C@@H]1[C@]2(C)[C@@H](C[C@H]1C)[C@@H]1CCC3=CC(C=C[C@]3(C)[C@H]1[C@H](C2)O)=O